N1(CCCC2=CC=CC=C12)C1CCC=2C(=NC(=NC2C1)OCC1N(CCC1)C(C)C)N1CC(N(CC1)C(C=CCN1CCOCC1)=O)CC#N 2-(4-(7-(3,4-dihydroquinolin-1(2H)-yl)-2-((1-isopropylpyrrolidin-2-yl)methoxy)-5,6,7,8-tetrahydroquinazolin-4-yl)-1-(4-morpholinobut-2-enoyl)piperazin-2-yl)acetonitrile